NC1=CC(=C(C=C1)CCN1[C@H](O[C@@H](C1=O)C)C=1C(=NN(C1)C1=CC=C(C=C1)Br)C1=CC=C(C=C1)F)F (2R,5R)-3-(4-amino-2-fluorophenylethyl)-2-(1-(4-bromophenyl)-3-(4-fluorophenyl)-1H-pyrazol-4-yl)-5-methyloxazolidin-4-one